2-bromo-9,10-dihydroxyanthracene BrC1=CC2=C(C3=CC=CC=C3C(=C2C=C1)O)O